(S)-3-(5-(3-chlorophenyl)-3-oxo-6,7-dihydro-3H-pyrrolo[2,1-c][1,2,4]triazol-2(5H)-yl)bicyclo[1.1.1]pentane-1-carbonitrile ClC=1C=C(C=CC1)[C@@H]1CCC2=NN(C(N21)=O)C21CC(C2)(C1)C#N